COC=1C=C(C=CC1OC)C=1NC2=CC=C(C=C2C1CC)C(=O)N1CCN(CC1)C1CCN(CC1)C (2-(3,4-dimethoxyphenyl)-3-ethyl-1H-indol-5-yl)(4-(1-methylpiperidin-4-yl)piperazin-1-yl)methanone